C1(=CC=CC=C1)NC1=NC(=NC(=N1)S)S 6-(phenylamino)-1,3,5-triazine-2,4-dithiol